5-Chloro-N-[4-[[dimethyl(oxo)-λ6-sulfanylidene]amino]-2-ethoxy-phenyl]-4-(1H-indol-3-yl)pyrimidin-2-amine ClC=1C(=NC(=NC1)NC1=C(C=C(C=C1)N=S(=O)(C)C)OCC)C1=CNC2=CC=CC=C12